Cl.C(C1=CC=CC=C1)OC1=NC=2CNCCC2C=C1 (benzyloxy)-5,6,7,8-tetrahydro-1,7-naphthyridine hydrochloride